C(C)(C)(C)OC(=O)N1CCN(CC1)C1=CC=C(C=C1)C=1C=C2C(N(CC2=C(C1)F)C(CC#CBr)C1=C(C=CC(=C1)F)F)=O 4-(4-(2-(4-bromo-1-(2,5-difluorophenyl)but-3-yn-1-yl)-7-fluoro-3-oxoisoindolin-5-yl)phenyl)piperazine-1-carboxylic acid tert-butyl ester